((1r,3r)-3-((5-([1,2,4]triazolo[4,3-a]pyridin-6-yl)-7H-pyrrolo[2,3-d]pyrimidin-2-yl)amino)-1-methylcyclobutyl)(pyrrolidin-1-yl)methanone N=1N=CN2C1C=CC(=C2)C2=CNC=1N=C(N=CC12)NC1CC(C1)(C)C(=O)N1CCCC1